N1CNCC2=CC=CC=C12 3,4-dihydro-2H-quinazolin